rhodium bisphospholane P1CCCC1.P1CCCC1.[Rh]